SC1CN(C1)[C@@H]1C[C@@H](CCC1)NC(OCC1=CC=C(C=C1)[N+](=O)[O-])=O 4-nitrobenzyl ((1R,3S)-3-(3-mercaptoazetidin-1-yl)cyclohexyl)carbamate